2-morpholinoethyl (R)-7-(3-amino-4-(2,4,5-trifluorophenyl) butanoyl)-3-(trifluoromethyl)-5,6,7,8-tetrahydroimidazo[1,5-a]pyrazine-1-carboxylate N[C@@H](CC(=O)N1CC=2N(CC1)C(=NC2C(=O)OCCN2CCOCC2)C(F)(F)F)CC2=C(C=C(C(=C2)F)F)F